(S)-4-chloro-2-(4-(6-((4-chloro-2-fluorobenzyl)oxy)pyridin-2-yl)-2,5-difluorobenzyl)-1-(4,4-dimethyltetrahydrofuran-3-yl)-1H-benzo[d]imidazole-6-carboxylic acid ClC1=CC(=CC=2N(C(=NC21)CC2=C(C=C(C(=C2)F)C2=NC(=CC=C2)OCC2=C(C=C(C=C2)Cl)F)F)[C@@H]2COCC2(C)C)C(=O)O